ICC1(CC=C(C=C1)CI)S(=O)(=O)O α,α'-diiodo-p-xylenesulfonic acid